ClC=1C(=NC(=C(C1Cl)Cl)C#N)C#N 3,4,5-trichloropyridin-2,6-dimethanenitrile